2,5-dimethyl-2,5-bis(tert-butylperoxy)hexene hydroperoxide [O-]O.CC(C)(C=CC(C)(OOC(C)(C)C)C)OOC(C)(C)C